3-(1H-indol-3-yl)-N-(3-(1-trityl-1H-imidazol-4-yl)propyl)propanethioamide N1C=C(C2=CC=CC=C12)CCC(NCCCC=1N=CN(C1)C(C1=CC=CC=C1)(C1=CC=CC=C1)C1=CC=CC=C1)=S